3-Z-[1-(3-(butylaminomethyl)-anilino)-1-phenyl-methylene]-6-carbamoyl-2-indolinone C(CCC)NCC=1C=C(N\C(\C2=CC=CC=C2)=C\2/C(NC3=CC(=CC=C23)C(N)=O)=O)C=CC1